1,4-butanedi-thiol C(CCCS)S